tert-butyl 4-[[5-[(3-nitro-6-phenyl-2-pyridyl)amino]-2-pyridyl]carbamoyl]piperidine-1-carboxylate [N+](=O)([O-])C=1C(=NC(=CC1)C1=CC=CC=C1)NC=1C=CC(=NC1)NC(=O)C1CCN(CC1)C(=O)OC(C)(C)C